BrC1=CN=C(S1)C(C)=O 1-(5-bromo-1,3-thiazol-2-yl)ethanone